C(/C1=CC=CC=C1)=C\1/N(C(/C(/NC1=O)=C/C=1N=CNC1C(C)(C)C)=O)CCOCCOCCOCCOCC(=O)O 2-[2-[2-[2-[2-[(2Z,5Z)-2-benzylidene-5-[(5-tert-butyl-1H-imidazol-4-yl)methylene]-3,6-dioxo-piperazin-1-yl]ethoxy]ethoxy]ethoxy]ethoxy]acetic acid